methyl ((R)-2-((6-cyanopyridin-2-yl)oxy)-3-(octadecyloxy)propyl) hydrogen phosphate P(=O)(OC)(OC[C@@H](COCCCCCCCCCCCCCCCCCC)OC1=NC(=CC=C1)C#N)O